CC1=C(C=CC=C1)S(=O)(=O)NC1COO1 2-((2-methylphenyl)sulfonamido)-3,4-dioxetan